(3S,7aR,9S,11aR)-9-[[1-(cyclopropanecarbonyl)azetidin-3-yl]-[[4-(trifluoromethyl)phenyl]methyl]amino]-3-isopropyl-3,6,7,7a,8,9,10,11-octahydro-2H-oxazolo[2,3-j]quinolin-5-one C1(CC1)C(=O)N1CC(C1)N([C@@H]1C[C@H]2CCC(N3[C@]2(CC1)OC[C@@H]3C(C)C)=O)CC3=CC=C(C=C3)C(F)(F)F